CS(=N)(=O)CCC(C(=O)O)N The molecule is a non-proteinogenic alpha-amino acid that is the sulfoximine derivative of methionine. It is a methionine derivative, a sulfoximide and a non-proteinogenic alpha-amino acid.